O=C1NC(CCC1N1C(C2=CC=C(C=C2C1=O)N1CCN(CC1)CC1CCN(CC1)CCN1[C@H](CN(CC1)C1=NC=NC(=C1)C1=NNC2=CC=C(C=C12)OC(C)C)C)=O)=O 2-(2,6-dioxo-3-piperidyl)-5-[4-[[1-[2-[(2S)-4-[6-(5-isopropoxy-1H-indazol-3-yl)pyrimidin-4-yl]-2-methyl-piperazin-1-yl]ethyl]-4-piperidyl]methyl]piperazin-1-yl]isoindoline-1,3-dione